5-amino-2-[(2,6-difluorophenyl)methyl]-8-(2,6-dimethyl-4-pyridyl)-7-phenyl-[1,2,4]triazolo[4,3-c]pyrimidin-3-one NC1=NC(=C(C=2N1C(N(N2)CC2=C(C=CC=C2F)F)=O)C2=CC(=NC(=C2)C)C)C2=CC=CC=C2